CC1=NOC(=C1NC(=O)C1=CC(=NN1[C@@H](C)C1=CC=CC=C1)C(=O)NC)C (S)-N5-(3,5-dimethylisoxazol-4-yl)-N3-methyl-1-(1-phenylethyl)-1H-pyrazole-3,5-dicarboxamide